ClC1=CC=C(C=C1)C1=C(C=CC=C1)CO (4'-chloro-[1,1'-biphenyl]-2-yl)methanol